N,4-dimethyl-N-prop-2-ynyl-benzenesulfonamide CN(S(=O)(=O)C1=CC=C(C=C1)C)CC#C